4,7-diazaspiro[2.5]octane-5-one C1CC12NC(CNC2)=O